N1[Cr]COCC1 chromamorpholine